1-((4-(4-fluorophenoxy)-butyryl)glycyl)-4-(methylsulfonyl)pyrrolidine-2-carboxamide FC1=CC=C(OCCCC(=O)NCC(=O)N2C(CC(C2)S(=O)(=O)C)C(=O)N)C=C1